Cl.FC1=C(C=C(C=C1C[C@@H]1NCC2(CC2)[C@@H]1NS(=O)(=O)CC)F)C1=CC(=CC=C1)F N-((6S,7S)-6-((2,3',5-trifluoro-[1,1'-biphenyl]-3-yl)methyl)-5-azaspiro[2.4]heptan-7-yl)ethanesulfonamide hydrochloride